N[C@@H](CC(=O)N1CC(NCC1)=O)CC1=C(C=C(C(=C1)F)F)F (R)-4-(3-amino-4-(2,4,5-trifluorophenyl)butanoyl)piperazin-2-one